CN1C=NC(=C1)CN1C[C@]2(CCN3N=C(C=C32)C=3C=C(C(=NC3)N)C(F)(F)F)CC1 |r| 5-{(rac)-1-[(1-methyl-1H-imidazol-4-yl)methyl]-5',6'-dihydrospiro[pyrrolidine-3,4'-pyrrolo[1,2-b]pyrazol]-2'-yl}-3-(trifluoromethyl)pyridin-2-amine